3-(1-(2-Aminophenyl)-6-fluoro-1H-indol-2-yl)-1-methylpyrrolidine-2,5-dione NC1=C(C=CC=C1)N1C(=CC2=CC=C(C=C12)F)C1C(N(C(C1)=O)C)=O